FC(C=1C=C(C=C(C1)C(F)(F)F)C1=NN(C=N1)/C=C(/C(=O)NN)\C=1C=NC=NC1)(F)F (2E)-3-{3-[3,5-bis(trifluoromethyl)phenyl]-1,2,4-triazol-1-yl}-2-(pyrimidin-5-yl)prop-2-enehydrazide